4-bromo-1-oxo-2,3-dihydro-1H-indene-2-carboxylic acid methyl ester COC(=O)C1C(C2=CC=CC(=C2C1)Br)=O